3-[(1R)-1-amino-8-azaspiro(4.5)dec-8-yl]-6-[(2,3-dichlorophenyl)thio]-5-hydroxy-2-pyridinemethanol N[C@@H]1CCCC12CCN(CC2)C=2C(=NC(=C(C2)O)SC2=C(C(=CC=C2)Cl)Cl)CO